ClC1=NC=C2C(=N1)N(N=C2)C[C@@H]2[C@@H](C2)C(=O)OCC |r| racemic-ethyl (cis)-2-((6-chloro-1H-pyrazolo[3,4-d]pyrimidin-1-yl)methyl)cyclopropane-1-carboxylate